N-(isobutoxymethyl)acrylamide S-[2-[(Z)-tert-butylsulfinyliminomethyl]-6-methyl-phenyl]ethanethioate C(C)(C)(C)S(=O)\N=C/C1=C(C(=CC=C1)C)S=C(C)O.C(C(C)C)OCNC(C=C)=O